(3aS,4S,6R,6aR)-4-((E)-dec-1-en-1-yl)-2-phenyl-6-vinyltetrahydrocyclopenta[c]pyrrole-1,3(2H,3aH)-dione C(=C\CCCCCCCC)/[C@@H]1C[C@@H]([C@H]2C(N(C([C@H]21)=O)C2=CC=CC=C2)=O)C=C